4-(3-Chloroanilino)-2'-(4-methylbenzene-1-sulfonyl)-2',3'-dihydrospiro[cyclohexane-1,1'-isoindole]-4-carboxylic acid ClC=1C=C(NC2(CCC3(N(CC4=CC=CC=C34)S(=O)(=O)C3=CC=C(C=C3)C)CC2)C(=O)O)C=CC1